C(CC)(=S)[S-] dithiopropionate